4-bromo-1-(4-fluoro-3-methylphenyl)pyrazole BrC=1C=NN(C1)C1=CC(=C(C=C1)F)C